(2R)-4-benzyl-2-((1R)-1-(3,5-bis(trifluoromethyl)phenyl)ethoxy)morpholine-3-one C(C1=CC=CC=C1)N1C([C@H](OCC1)O[C@H](C)C1=CC(=CC(=C1)C(F)(F)F)C(F)(F)F)=O